COC1=CC=C(C(C2=CC=C(C=C2)OC)N)C=C1 4,4'-dimethoxybenzhydryl-amine